FC(C1COC=2C(O1)=CSC2)(F)F 2-trifluoromethyl-2,3-dihydro-thieno[3,4-b][1,4]Dioxin